C(C=C)N(CC=C)CCCCCCCCCCCC N,N-bis-allyldodecylamine